OC(C)(C)[C@]1(CN(CC1)C(C)(C)C=1C=NC(=CC1)C(F)(F)F)CCC1=CC=C(C#N)C=C1 (R)-4-(2-(3-(2-hydroxypropan-2-yl)-1-(2-(6-(trifluoromethyl)pyridin-3-yl)propan-2-yl)pyrrolidin-3-yl)ethyl)benzonitrile